CC=1N=NN(N1)C1=CC=C(C#N)C=C1 4-(5-methyl-2H-tetrazol-2-yl)benzonitrile